[Br-].C1(=CC=CC=C1)N1N=C(N=N1)C1=CC=CC=C1 2,5-diphenyltetrazole bromide